(2S,3R,5R,10R,13R,14S,17S)-2,3,14-trihydroxy-17-[2-(2-hydroxyethylsulfanyl)acetyl]-10,13-dimethyl-2,3,4,5,9,11,12,15,16,17-decahydro-1H-cyclopenta[a]phenanthren-6-one O[C@H]1C[C@@]2(C3CC[C@@]4([C@H](CC[C@]4(C3=CC([C@@H]2C[C@H]1O)=O)O)C(CSCCO)=O)C)C